C(C)(C)(C)OC(=O)N1CC(CC1)CC1(CC=2N(CC1)C(=CN2)C=O)C(=O)OC methyl 7-((1-(tert-butoxycarbonyl)pyrrolidin-3-yl)methyl)-3-formyl-5,6,7,8-tetrahydroimidazo[1,2-a]pyridine-7-carboxylate